(2,6-dioxo-3-piperidyl)-1,3-dioxo-isoindolin O=C1NC(CCC1N1C(C2=CC=CC=C2C1=O)=O)=O